ClC=1C(=NN(C1C)C=1C=C(C(=O)N(C)C=2C=CC3=C(N=C(O3)C3CC3)C2)C=CC1)C 3-(4-chloro-3,5-dimethyl-pyrazol-1-yl)-N-(2-cyclopropyl-1,3-benzoxazol-5-yl)-N-methyl-benzamide